trimethoxyoctadecyl-(octadecyl)silane COC(CCCCCCCCCCCCCCCCC[SiH2]CCCCCCCCCCCCCCCCCC)(OC)OC